mercaptobenzoic acid-disulfide SC12C(C(=O)O)(C=CC3C1S3)S2